CC1=CC=C(C=C1)[C@@H](O)C1=NC=CC=C1 |r| racemic-(4-methylphenyl)(pyridin-2-yl)methanol